C1(=CC=CC=C1)C1CC1 Phenyl-cyclopropane